BrC[C@H]([C@H](C)F)NC(OC(C)(C)C)=O tertbutyl N-[(2S,3S)-1-bromo-3-fluorobutan-2-yl]carbamate